1-(3-fluoro-5-formyl-4-hydroxyphenyl)-3-phenylurea FC=1C=C(C=C(C1O)C=O)NC(=O)NC1=CC=CC=C1